FC1=C(C=C(C=C1)NC(=O)C1=C(N(C(=C1C)C(C(N[C@H]1[C@@H]([C@@H]([C@H](C1)O)O)O)=O)=O)C)C)C N-(4-fluoro-3-methylphenyl)-1,2,4-trimethyl-5-(2-oxo-2-(((1R,2S,3R,4S)-2,3,4-trihydroxycyclopentyl)amino)acetyl)-1H-pyrrole-3-carboxamide